3-(((tert-butyldiphenylsilyl)oxy)methyl)bicyclo[1.1.1]pentane-1-carboxylic acid [Si](C1=CC=CC=C1)(C1=CC=CC=C1)(C(C)(C)C)OCC12CC(C1)(C2)C(=O)O